C(C)N1C(NC2=C(C1)C=C(S2)CN2CCN(CC2)C=2C=CC(=NC2C)C(=O)NC)=O 5-(4-((3-ethyl-2-oxo-1,2,3,4-tetrahydrothieno[2,3-d]pyrimidin-6-yl)methyl)piperazin-1-yl)-N,6-dimethylpicolinamide